4-(aminomethyl)-3-chloro-N-(4-(4-(trifluoromethyl)piperidin-1-yl)phenyl)aniline NCC1=C(C=C(NC2=CC=C(C=C2)N2CCC(CC2)C(F)(F)F)C=C1)Cl